2-(3,6-Dihydro-2H-pyran-4-yl)-N-(3-fluorocyclobutyl)-5-(trifluoromethyl)-1-((2-(trimethylsilyl)ethoxy)methyl)-1H-pyrrolo[2,3-b]pyridin-4-amine O1CCC(=CC1)C1=CC2=C(N=CC(=C2NC2CC(C2)F)C(F)(F)F)N1COCC[Si](C)(C)C